1,10-bis(piperazin-1-yl)decane N1(CCNCC1)CCCCCCCCCCN1CCNCC1